N1=NC(=CC=C1)CNC=O N-(pyridazine-3-ylmethyl)formamide